N-[rac-(1S)-1-[[(2-chloro-2-fluoro-acetyl)-[(2-oxopyrrolidin-3-yl)methyl]amino]carbamoyl]-3,3-dimethyl-butyl]pyrazine-2-carboxamide ClC(C(=O)N(CC1C(NCC1)=O)NC(=O)[C@H](CC(C)(C)C)NC(=O)C1=NC=CN=C1)F |r|